4-[(4-methylbenzyl)-(2,2-difluoroethyl)-amino]-furan-2(5H)-one CC1=CC=C(CN(C2=CC(OC2)=O)CC(F)F)C=C1